N1=C(C=CC=C1)NC1=CC=C(C=O)C=C1 4-(pyridin-2-ylamino)benzaldehyde